FC1=C(C=CC=C1)NC(C(=O)N[C@H](C(=O)N[C@@H](C[C@H]1C(NCCCC1)=O)C(CO)=O)CC(C)C)=O N1-(2-fluorophenyl)-N2-((S)-1-(((S)-4-hydroxy-3-oxo-1-((S)-2-oxoazepan-3-yl)butan-2-yl)amino)-4-methyl-1-oxopentan-2-yl)oxalamide